2-fluoro-1-(2-methyl-3-(trifluoromethyl)phenyl)ethan-1-one FCC(=O)C1=C(C(=CC=C1)C(F)(F)F)C